OC1(CCC(CC1)N1CCC2N(CCC21)C(CNC2=NC=NC1=CC=C(C=C21)C(F)(F)F)=O)C2=NC=C(C=C2)C2=NC=CC=N2 1-(4-((1r,4r)-4-hydroxy-4-(5-(pyrimidin-2-yl)pyridin-2-yl)cyclohexyl)hexahydropyrrolo[3,2-b]pyrrol-1(2H)-yl)-2-((6-(trifluoromethyl)quinazolin-4-yl)amino)ethan-1-one